9-(2,3-Difluoro-4-((1-(3-fluoropropyl)azetidin-3-yliden)methyl)phenyl)-8-(4-fluoro-2-methylphenyl)-6,7-dihydro-5H-benzo[7]annulen FC1=C(C=CC(=C1F)C=C1CN(C1)CCCF)C1=C(CCCC2=C1C=CC=C2)C2=C(C=C(C=C2)F)C